(S)-N-(6-Chloro-5-(1-((3-(1,3-dioxoisoindolin-2-yl)-2,2-difluoropropyl)amino)-2-methoxyethyl)pyridazin-3-yl)pivalamide ClC1=C(C=C(N=N1)NC(C(C)(C)C)=O)[C@@H](COC)NCC(CN1C(C2=CC=CC=C2C1=O)=O)(F)F